BrC=1C=C2C=CC(=NC2=CC1)CO[C@H]1COCC1 (R)-6-bromo-2-(((tetrahydrofuran-3-yl)oxy)methyl)quinoline